1-(4,6-dichloro-5-fluoropyrimidin-2-yl)-6-fluoro-2-methyl-1H-benzo[d]-imidazole ClC1=NC(=NC(=C1F)Cl)N1C(=NC2=C1C=C(C=C2)F)C